COC1=CC=C(C=C1)NC1=NC=CC2=CC=CC=C12 N-p-methoxyphenyl-isoquinolin-1-amine